COC=1C=C(C=CC1OC)C1=CC=NC=2N1N=C(C2)C(=O)NC2=CC=C(C=C2)C(NCCCN2CCOCC2)=O 7-(3,4-dimethoxyphenyl)-N-(4-((3-morpholinopropyl)carbamoyl)phenyl)pyrazolo[1,5-a]pyrimidine-2-carboxamide